Ethyl octanate C(CCCCCCC)(=O)OCC